ClC1=C(OC=2N=NC(=C(C2C(=O)NC2=CC(=CC=C2)S(=O)(=N)C)C)C)C=CC(=C1)F 3-(2-chloro-4-fluorophenoxy)-N-(3-(S-methylsulfonimidoyl)phenyl)-5,6-dimethyl-pyridazine-4-carboxamide